C[C@@H]1CN(C[C@H](C1)C)CC1=C(C=CC(=C1)[N+](=O)[O-])O 2-((trans-3,5-Dimethylpiperidin-1-yl)methyl)-4-nitrophenol